The molecule is a polyanionic polymer obtained by deprotonation of the carboxy groups of glucuronoxylan 4-O-methyl-D-glucuronate. Major microspecies at pH 7.3 It is a polyanionic polymer and a carbohydrate acid derivative anion. It is a conjugate base of a glucuronoxylan 4-O-methyl-D-glucuronate. CO[C@H]1[C@@H]([C@H]([C@H](O[C@@H]1C(=O)[O-])O[C@@H]2[C@H]([C@@H](CO[C@H]2O[C@@H]3CO[C@H]([C@@H]([C@H]3O)O)O)O[C@H]4[C@@H]([C@H]([C@@H](CO4)O)O)O)O)O)O